[N-](S(=O)(=O)C(F)(F)F)S(=O)(=O)C(F)(F)F.CN1C(CCCC1)CCC N-methyl-propylpiperidine bis(trifluoromethanesulfonyl)imide salt